CC=1C(=NC=CC1OCC(F)(F)F)CS(=O)C1=NC2=C(N1)C=CC=C2 2-[[[3-methyl-4-(2,2,2-trifluoroethoxy)-2-pyridinyl]methyl]-sulfinyl]-1H-benzimidazole